FC(C(=O)O)(F)F.FC1(CNC1)C=CC1=NOC(=C1)C(F)(F)F 3-(2-(3-fluoroazetidin-3-yl)vinyl)-5-(trifluoromethyl)isoxazole 2,2,2-trifluoroacetate